(R or S)-4-(2-(1-(di(pyridin-3-yl)methyl)-3-(ethoxymethyl)-pyrrolidin-3-yl)ethyl)-benzonitrile N1=CC(=CC=C1)C(N1C[C@@](CC1)(COCC)CCC1=CC=C(C#N)C=C1)C=1C=NC=CC1 |o1:9|